(2R)-2-({7-bromo-2-[4-chloro-2-(difluoromethoxy)phenyl][1,2,4]triazolo[1,5-c]quinazolin-5-yl}amino)-N-ethylbutyramide BrC1=CC=CC=2C=3N(C(=NC12)N[C@@H](C(=O)NCC)CC)N=C(N3)C3=C(C=C(C=C3)Cl)OC(F)F